2-(7-((2S,5R)-5-ethyl-2-methyl-4-(1-(quinoxalin-6-yl)ethyl)piperazin-1-yl)-5-oxo-4,5-dihydropyrazolo[1,5-a]pyrimidin-2-yl)acetonitrile C(C)[C@H]1N(C[C@@H](N(C1)C1=CC(NC=2N1N=C(C2)CC#N)=O)C)C(C)C=2C=C1N=CC=NC1=CC2